cyclohexylamine tetrafluoroborate salt F[B-](F)(F)F.C1(CCCCC1)N